C(C1=CC=CC=C1)N1C[C@@]2(C[C@@]2(C1)C(F)(F)F)C=O (1S,5R)-3-benzyl-5-(trifluoromethyl)-3-azabicyclo[3.1.0]hexane-1-carbaldehyde